C(#N)N1CC(CC1)CNC(=O)NC1=C(C=CC(=C1)C)F 1-((1-Cyanopyrrolidin-3-yl)methyl)-3-(2-fluoro-5-methylphenyl)urea